FC1=C(C=C(C=C1)N(C(=O)C=1N=CC=2N(C1)C=CN2)C)OC N-(4-fluoro-3-methoxy-phenyl)-N-methyl-imidazo[1,2-a]pyrazine-6-carboxamide